CC1(OB(OC1(C)C)C1=C(C#N)C=CC=C1)C (4,4,5,5-tetramethyl-1,3,2-dioxaborolan-2-yl)benzonitrile